tert-Butyl 3-(1-(2-bromo-4-fluorophenyl)-1H-pyrrolo[2,3-c]pyridine-3-carbonyl)azetidine-1-carboxylate BrC1=C(C=CC(=C1)F)N1C=C(C=2C1=CN=CC2)C(=O)C2CN(C2)C(=O)OC(C)(C)C